C1(=CC=CC2=CC=CC=C12)C(/C=C/C1=CC=C(OC2CSC=3N2CC=CC3)C=C1)=O (E)-3-(4-(3-(naphthalen-1-yl)-3-oxoprop-1-en-1-yl)phenoxy)-2,3-dihydrothiazolo[3,2-a]pyridin